(2-nitro-4-(3-(3-nitrophenyl)-1,2,4-oxadiazol-5-yl)phenyl)piperazine-1-carboxylic acid tert-butyl ester C(C)(C)(C)OC(=O)N1C(CNCC1)C1=C(C=C(C=C1)C1=NC(=NO1)C1=CC(=CC=C1)[N+](=O)[O-])[N+](=O)[O-]